(E)-3-(4-Hydroxyphenyl)-1-[2-methoxy-4-[7-methoxy-3-methyl-5-[(E)-prop-1-enyl]-2,3-dihydro-1-benzofuran-2-yl]phenyl]prop-2-en-1-one OC1=CC=C(C=C1)/C=C/C(=O)C1=C(C=C(C=C1)C1OC2=C(C1C)C=C(C=C2OC)\C=C\C)OC